COC1=CC=C(C=N1)C(CC(=O)O)N1N=CC2=C(C=CC=C12)OCCC1=NC=2NCCCC2C=C1 3-(6-methoxypyridin-3-yl)-3-(4-(2-(5,6,7,8-tetrahydro-1,8-naphthyridin-2-yl)ethoxy)-1H-indazol-1-yl)propionic acid